2-(((2R,3R,4S)-3,4-bis((2-hexyldecyl)oxy)tetrahydrofuran-2-yl)methoxy)-N,N-dimethylethan-1-amine C(CCCCC)C(CO[C@H]1[C@H](OC[C@@H]1OCC(CCCCCCCC)CCCCCC)COCCN(C)C)CCCCCCCC